CC(CCCCCC(C)O)C dimethyl-octan-7-ol